CN(C(N)=O)C 3,3-dimethylurea